2-FLUORO-3-HYDROXY-6-METHOXYBENZALDEHYDE FC1=C(C=O)C(=CC=C1O)OC